N1(N=CC=C1)C=1C=C(CN(C=2C=C(CN3C(CNCC3)=O)C=CC2)CC2=CC(=CC=C2)OC)C=CC1 1-(3-((3-(1H-pyrazol-1-yl)benzyl)(3-methoxybenzyl)amino)benzyl)piperazin-2-one